3-bromo-7-(2-methoxyphenyl)-1H-indole BrC1=CNC2=C(C=CC=C12)C1=C(C=CC=C1)OC